sodium trihydroxybenzenepropiolic acid OC1=C(C(=C(C=C1)C#CC(=O)O)O)O.[Na]